methyl 1-(6-(2-hydroxyphenyl)pyridazin-4-yl)-4-(m-tolyl)piperidine-4-carboxylate OC1=C(C=CC=C1)C1=CC(=CN=N1)N1CCC(CC1)(C(=O)OC)C=1C=C(C=CC1)C